N-{(6R*)-7,7-difluoro-2-[6-fluoro-4-(2,4,6-trifluorophenyl)-1,2-benzoxazol-3-yl]-3-oxo-2,3,5,6,7,8-hexahydroimidazo[1,5-a]pyridin-6-yl}methanesulfonamide FC1(CC=2N(C[C@H]1NS(=O)(=O)C)C(N(C2)C2=NOC1=C2C(=CC(=C1)F)C1=C(C=C(C=C1F)F)F)=O)F |o1:6|